COC(=O)[C@@H]1C[C@H](C1)C(=O)O trans-3-methoxycarbonylcyclobutanecarboxylic acid